4-{8-Amino-3-[(6'R,8a'S)-1',3'-dioxohexahydrospiro[cyclopropan-1,2'-indolizin]-6'-yl]imidazo[1,5-a]pyrazin-1-yl}-N-(4-cyclopropylpyridin-2-yl)benzamid NC=1C=2N(C=CN1)C(=NC2C2=CC=C(C(=O)NC1=NC=CC(=C1)C1CC1)C=C2)[C@H]2CN1C(C3(C([C@@H]1CC2)=O)CC3)=O